O1C=NC=C1C1=C(C(=O)O)C=CC=C1 2-oxazol-5-ylbenzoic acid